4-(2-Chlorophenyl)-1-(((1R,2S)-2-hydroxycyclobutyl)amino)-6-(trifluoromethyl)-3H-pyrido[1,2-c]Pyrimidine-3-one ClC1=C(C=CC=C1)C1=C2N(C(=NC1=O)N[C@H]1[C@H](CC1)O)C=CC(=C2)C(F)(F)F